FC1=C(C=CC=C1)NC(=S)C1=NC=C(C=C1)OC(C)C N-(2-fluorophenyl)-5-isopropoxypyridine-2-thioamide